ClC1=C(C(=CC=C1)CCI)F 1-chloro-2-fluoro-3-(2-iodoethyl)benzene